FC1(COC2=C1C=C(C=C2)C2=NNC(O[C@H]2C)=O)F (S)-5-(3,3-difluoro-2,3-dihydrobenzofuran-5-yl)-6-methyl-3,6-dihydro-2H-1,3,4-oxadiazin-2-one